Cl.Cl.O1CCC(CC1)CN1CCC2(CCNC2)CC1 8-((Tetrahydro-2H-pyran-4-yl)methyl)-2,8-diazaspiro[4.5]decane dihydrochloride